C(C)OC(\C(=N/O)\N)=O (E)-2-amino-2-(hydroxyimino)acetic acid ethyl ester